((2-methylbenzofuran-3-yl)methyl)-3-(7-morpholino-8-oxo-6,7,8,9-tetrahydro-5H-pyrido[2,3-b]azepin-3-yl)acrylamide CC=1OC2=C(C1CC(C(=O)N)=CC1=CC3=C(NC(C(CC3)N3CCOCC3)=O)N=C1)C=CC=C2